N-(2-Amino-1-(4-(hydroxymethyl)thiazol-2-yl)ethyl)-5-(5-chloropyrimidin-2-yl)-1H-pyrrole-2-carboxamide NCC(C=1SC=C(N1)CO)NC(=O)C=1NC(=CC1)C1=NC=C(C=N1)Cl